tert-Butyl N-[4-cyano-5-[6-[2-[[3-(2,2-dimethylpropyl)isoxazol-5-yl]amino]-1-methyl-2-oxo-ethyl]-3-pyridyl]-2-isopropyl-pyrazol-3-yl]carbamate C(#N)C1=C(N(N=C1C=1C=NC(=CC1)C(C(=O)NC1=CC(=NO1)CC(C)(C)C)C)C(C)C)NC(OC(C)(C)C)=O